C(C1=CC=CC=C1)SC1=C(C(=O)NC2=CC=C(C=C2)F)C(=CC(=C1)[N+](=O)[O-])F 2-benzylsulfanyl-6-fluoro-N-(4-fluorophenyl)-4-nitro-benzamide